1,3-bis(3-maleimidophenoxy)benzene C1(C=CC(N1C=1C=C(OC2=CC(=CC=C2)OC2=CC(=CC=C2)N2C(C=CC2=O)=O)C=CC1)=O)=O